N1=CN=C(C=C1)CNC1=CC=C2C(=N1)C(=CN2)C=2CCN(CC2)C 5-(N-[(pyrimidin-4-yl)methyl]amino)-3-(1-methyl-1,2,3,6-tetrahydropyridin-4-yl)pyrrolo[3,2-b]pyridine